COC(=O)C=1N(C2=C(C(=CC=C2C1CCCOC(C)=O)Cl)C=1C(=NN(C1CI)CC)C)C 3-(3-acetoxypropyl)-6-chloro-7-(1-ethyl-5-(iodomethyl)-3-methyl-1H-pyrazol-4-yl)-1-methyl-1H-indole-2-carboxylic acid methyl ester